Cl\C(=C/[C@@H]1C([C@@H]1C(=O)OCC1=C(C(=CC=C1)C1=CC=CC=C1)C)(C)C)\C(F)(F)F (2-methyl-3-phenylphenyl)methyl (1R,3R)-3-[(Z)-2-chloro-3,3,3-trifluoroprop-1-enyl]-2,2-dimethylcyclopropane-1-carboxylate